COC(=O)C=1C=C(C=C2C=NN(C12)CC1=CN=C(S1)C1=CC=CC=C1)Cl 5-chloro-1-((2-phenylthiazol-5-yl)methyl)-1H-indazole-7-carboxylic acid methyl ester